3-(8-benzoyl-6-hydroxy-6-phenyl-1,2,3,4-tetrahydropyrrolo[1,2-a]pyrimidine-7(6H)-ylidene)chroman-2,4-dione C(C1=CC=CC=C1)(=O)C=1C(C(N2C1NCCC2)(C2=CC=CC=C2)O)=C2C(OC1=CC=CC=C1C2=O)=O